tert-butyl (2-nitroethyl)carbamate [N+](=O)([O-])CCNC(OC(C)(C)C)=O